(R)-3-hydroxy-3-(3-(3-(imidazo[1,2-a]pyrazin-3-yl)phenyl)isoxazol-5-yl)-1-methylpyrrolidin-2-one O[C@@]1(C(N(CC1)C)=O)C1=CC(=NO1)C1=CC(=CC=C1)C1=CN=C2N1C=CN=C2